NC=1C=NN2C1C(=CC=C2)O 3-aminopyrazolo[1,5-a]Pyridin-4-ol